[Na].C1CCC2=C(C=3CCCC3C=C12)NC(NS(N(C=1C=NN(C1)C(C)C)C1CN(CCC1)C)(=O)=O)=O 3-(1,2,3,5,6,7-hexahydro-s-indacen-4-yl)-1-[(1-methylpiperidin-3-yl)[1-(propan-2-yl)-1H-pyrazol-4-yl]sulfamoyl]urea sodium salt